2,6-DIMETHYL-4-ETHOXYPHENYLBORONIC ACID CC1=C(C(=CC(=C1)OCC)C)B(O)O